5-chloro-2-[({[(3S)-oxolan-3-yl]methyl}amino)methyl]-7,8-dihydro-6H-spiro[[1,3]oxazolo[5,4-f]quinazoline-9,1'-cyclohexan]-7-one ClC=1C=C2C(=C3C1NC(NC31CCCCC1)=O)OC(=N2)CNC[C@H]2COCC2